3-glycidoxypropylmethyldiisopropenoxysilane C(C1CO1)OCCC[Si](OC(=C)C)(OC(=C)C)C